N-((3S,5S)-1-((3S,4R)-1-(tert-butyl)-4-(2,4-difluorophenyl)pyrrolidine-3-Carbonyl)-5-(morpholin-4-carbonyl)pyrrolidin-3-yl)-N-((1s,4r)-4-methylcyclohexyl)isobutyramide hydrochloride Cl.C(C)(C)(C)N1C[C@H]([C@@H](C1)C1=C(C=C(C=C1)F)F)C(=O)N1C[C@H](C[C@H]1C(=O)N1CCOCC1)N(C(C(C)C)=O)C1CCC(CC1)C